3-hydroxyoxan OC1COCCC1